The molecule is a tetrapeptide composed of L-aspartic acid, L-phenylalanine, L-valine, and L-tyrosine units joined in sequence. It derives from a L-aspartic acid, a L-phenylalanine, a L-valine and a L-tyrosine. CC(C)[C@@H](C(=O)N[C@@H](CC1=CC=C(C=C1)O)C(=O)O)NC(=O)[C@H](CC2=CC=CC=C2)NC(=O)[C@H](CC(=O)O)N